C(CCC)C1=C(C(OC2=CC=C(C=C12)\C=C\C(C1=CC=CC=C1)=O)=O)C(=O)O 4-Butyl-2-oxo-6-[(E)-3-oxo-3-phenylprop-1-enyl]chromene-3-carboxylic acid